COC1=C(CNC2=NC=3C(=CC=CC3C=3N2N=C(N3)C3CC(C3)C=3N=C(C(=NC3)C(C)(C)NS(=O)C(C)(C)C)C)OC)C=CC(=C1)OC N-(2-(5-((1r,3r)-3-(5-((2,4-dimethoxybenzyl)amino)-7-methoxy-[1,2,4]triazolo[1,5-c]quinazolin-2-yl)cyclobutyl)-3-methylpyrazin-2-yl)propan-2-yl)-2-methylpropane-2-sulfinamide